(R,Z)-2-fluoro-N-(4-((5-fluoro-2-methoxy-4-((1-methyl-1H-benzo[d]imidazol-5-yl)oxy)phenyl)amino)-7-methoxyquinazolin-6-yl)-3-(1-methylpyrrolidin-2-yl)acrylamide F\C(\C(=O)NC=1C=C2C(=NC=NC2=CC1OC)NC1=C(C=C(C(=C1)F)OC1=CC2=C(N(C=N2)C)C=C1)OC)=C/[C@@H]1N(CCC1)C